C1(CC\C=C/CCC1)CNC1=CC=C(C=C1)F (Z)-N-(cyclooct-4-en-1-ylmethyl)-4-fluoroaniline